C(C)C1=C(C=C(C=C1O)C=CC1=CC=CC=C1)O 2-Ethyl-5-(2-phenylethenyl)benzene-1,3-diol